6-(3-cyanopyrrolo[1,2-b]pyridazin-7-yl)-N-((R)-2-fluoro-3-hydroxy-3-methylbutyl)-4-(((1r,4R)-4-(1-methyl-1H-tetrazol-5-yl)cyclohexyl)amino)nicotinamide C(#N)C1=CC=2N(N=C1)C(=CC2)C2=NC=C(C(=O)NC[C@H](C(C)(C)O)F)C(=C2)NC2CCC(CC2)C2=NN=NN2C